sodium allyldodecyl succinate C(CCC(=O)[O-])(=O)OCCCCCCCCCCCCCC=C.[Na+]